NC1=NC(=C2N(C(N(C2=N1)[C@H]1CN(CCC1)C=C(C)F)=O)C1=CC=C(C=C1)OC1=CC=CC=C1)N (R)-2,6-diamino-9-(1-(2-fluoropropenyl)piperidin-3-yl)-7-(4-phenoxyphenyl)-7,9-dihydro-8H-purin-8-one